C(C)(C)(C)OC(N(C(C=O)COC)NCC1=CC=CC=C1)=O (benzylamino)-3-methoxy-1-oxo-propane-2-yl-carbamic acid tert-butyl ester